tert-butyl (1-(4-amino-3-methoxyphenyl)piperidin-4-yl)carbamate NC1=C(C=C(C=C1)N1CCC(CC1)NC(OC(C)(C)C)=O)OC